NC=1C(=CC(=C(C1)NC1=NC=C(C(=N1)N1CC(C2=CC(=C(C=C12)F)F)(C)C)C(=O)OC(C)C)OC)N1[C@H](C[C@@H](C1)F)CN(C)C isopropyl 2-((5-amino-4-((2R,4S)-2-((dimethylamino)methyl)-4-fluoro pyrrolidin-1-yl)-2-methoxyphenyl) amino)-4-(5,6-difluoro-3,3-dimethylindolin-1-yl)pyrimidine-5-carboxylate